The molecule is a glycol that is (8E)-undeca-1,8-dien-5-yne with the two hydroxy substituents located at positions 3 and 7. It is a glycol, an olefinic compound, a secondary alcohol and an acetylenic compound. CC/C=C/C(C#CCC(C=C)O)O